C(C)(C)(C)OC(=O)N1CCC(=CC1)B1OC(C(O1)(C)C)(C)C.C(C)N(C1=CC=CC=C1)C ethyl-methyl-aniline tert-butyl-4-(4,4,5,5-tetramethyl-1,3,2-dioxaborolan-2-yl)-3,6-dihydropyridine-1(2H)-carboxylate